methyl 6-amino-4-(methyl(2,2,2-trifluoroethyl)amino)pyridazine-3-carboxylate NC1=CC(=C(N=N1)C(=O)OC)N(CC(F)(F)F)C